(R)-3-(1-(6-(2-((3-(2,2-Difluoroethoxy)-1-methyl-1H-pyrazol-4-yl)amino)pyrimidin-4-yl)pyridin-2-yl)-1H-1,2,3-triazol-4-yl)-3-hydroxy-1-methylpyrrolidin-2-one FC(COC1=NN(C=C1NC1=NC=CC(=N1)C1=CC=CC(=N1)N1N=NC(=C1)[C@]1(C(N(CC1)C)=O)O)C)F